2,4,6-trihydroxybenzoic acid-N-(4-hydroxy-3-methoxybenzyl) amide OC1=C(C=C(CNC(C2=C(C=C(C=C2O)O)O)=O)C=C1)OC